ClCCC(OC=1C=C(C(=O)O)C=CC1)C=1SC=CC1 3-(3-chloro-1-(thiophen-2-yl)propoxy)benzoic acid